Ethyl 3-(4-(2-bromoacetyl)-3-fluoro-4-methylchroman-8-yl)propanoate BrCC(=O)C1(C(COC2=C(C=CC=C12)CCC(=O)OCC)F)C